C(CCC)C1=NC=2C(=C(N=NC2N)N(C)C)N1CC1=CC=C(C=C1)OC 2-butyl-1-(4-methoxybenzyl)-N7,N7-dimethyl-1H-imidazo[4,5-d]pyridazine-4,7-diamine